The molecule is a limonoid that is 17-epiazadiradione substituted by a hydroxy group at position 17. Isolated from Azadirachta indica, it exhibits antineoplastic activity. It has a role as a metabolite, a plant metabolite and an antineoplastic agent. It is an acetate ester, a cyclic terpene ketone, a member of furans, a limonoid, a tetracyclic triterpenoid, a tertiary alcohol and a tertiary alpha-hydroxy ketone. It derives from a 17-epiazadiradione. CC(=O)O[C@@H]1C[C@@H]2[C@](C=CC(=O)C2(C)C)([C@@H]3[C@@]1(C4=CC(=O)[C@@]([C@@]4(CC3)C)(C5=COC=C5)O)C)C